diethyleneglycol dibutyl ether C(CCC)OCCOCCOCCCC